(S)-N-methyl-N-(2-((4aS,5aR)-5a-methyl-1,4,4a,5,5a,6-hexahydrocyclopropa[f]indazol-3-yl)-1H-benzo[d]imidazol-5-yl)-2-(tetrahydro-2H-pyran-4-yl)propanamide CN(C([C@@H](C)C1CCOCC1)=O)C1=CC2=C(NC(=N2)C2=NNC=3C[C@@]4([C@H](CC23)C4)C)C=C1